γ-methacryloyl-oxy-propylmethoxy-dimethyl-silane C(C(=C)C)(=O)OCCC[Si](C)(C)OC